FC1=C(CCCC1)F 1,2-difluorocyclohexene